2,3,4,5-tetrafluoro-6-(3-fluoro-4-methoxyphenoxy)-N-(3-fluoro-4-methoxyphenyl)benzenesulfonamide FC1=C(C(=C(C(=C1F)F)F)OC1=CC(=C(C=C1)OC)F)S(=O)(=O)NC1=CC(=C(C=C1)OC)F